1,4-diphenylthio-2-butene C1(=CC=CC=C1)SCC=CCSC1=CC=CC=C1